O[C@H]1[C@@H](O[C@H]([C@@H]1O)CO)OC1=C(OC2=CC(=CC(=C2C1=O)O)O)C1=CC=C(C=C1)O 3-[(2S,3R,4R,5S)-3,4-dihydroxy-5-(hydroxymethyl)oxolan-2-yl]oxy-5,7-dihydroxy-2-(4-hydroxyphenyl)chromen-4-one